N-(3-Chlorophenyl)-N'-[1-methyl-4-oxo-4,5-dihydro-1H-imidazol-2-yl]urea ClC=1C=C(C=CC1)NC(=O)NC=1N(CC(N1)=O)C